BrC1=CC=2N(C=C1OC[C@H](C)O)N=CC2 (s)-1-((5-bromopyrazolo[1,5-a]pyridin-6-yl)oxy)propan-2-ol